(3-ethoxyphenyl)methanone C(C)OC=1C=C(C=CC1)C=O